6-(7-fluoro-2-methyl-1H-indol-4-yl)-8-(4-fluoropiperidine-1-carbonyl)-2-methoxy-3-(methoxy-d3)-1,6-naphthyridin-5(6H)-one FC=1C=CC(=C2C=C(NC12)C)N1C(C=2C=C(C(=NC2C(=C1)C(=O)N1CCC(CC1)F)OC)OC([2H])([2H])[2H])=O